1'-[1,4-phenylenebis(methylene)]bis(1-pyridinium) dichloride [Cl-].[Cl-].C1(=CC=C(C=C1)C[N+]1=CC=CC=C1)C[N+]1=CC=CC=C1